CC(C(=O)NC=1C=CC=C2C(=CNC12)C1=CC(=NC=C1)NC(=O)C1CC1)=C(C)C N-(4-(7-(2,3-Dimethylbut-2-enamido)-1H-indol-3-yl)pyridin-2-yl)cyclopropancarboxamid